Cl[Si]1(C[SiH](C1)CC)CC 1-chloro-1,3-diethyl-1,3-disilacyclobutane